NC1=C2C(=NC=N1)N(N=C2C2=CC=C(C=C2)OC2=CC=CC=C2)C2CCN(CC2)CCN2CC(CC2)CSC=2C=C1C(N(C(C1=CC2)=O)C2C(NC(CC2)=O)=O)=O 5-(((1-(2-(4-(4-amino-3-(4-phenoxyphenyl)-1H-pyrazolo[3,4-d]pyrimidin-1-yl)piperidin-1-yl)ethyl)pyrrolidin-3-yl)methyl)thio)-2-(2,6-dioxopiperidin-3-yl)isoindoline-1,3-dione